C[C@@H]1CC[C@@]2([C@@H]([C@@]1(C)CC/C(=C/COP(=O)([O-])OP(=O)([O-])[O-])/C)CCC=C2C)C The molecule is an organophosphate oxoanion obtained by deprotonation of diphosphate OH groups of (-)-kolavenyl diphosphate; major species at pH 7.3. It is a conjugate base of a (-)-kolavenyl diphosphate. It is an enantiomer of a (+)-kolavenyl diphosphate(3-).